3-methoxy-2,6-dimethylphenylboronic acid COC=1C(=C(C(=CC1)C)B(O)O)C